(R)-4-(4-chloropyrazolo[1,5-a]pyridin-2-yl)-5-(5-(trifluoromethyl)pyridin-2-yl)-4,5,6,7-tetrahydro-1H-imidazo[4,5-c]pyridine ClC=1C=2N(C=CC1)N=C(C2)[C@@H]2N(CCC1=C2N=CN1)C1=NC=C(C=C1)C(F)(F)F